4-[[[2-methyl-2-(prop-2-enoylamino)propanoyl]amino]methyl]cyclohexanecarboxylic acid, sodium salt [Na+].CC(C(=O)NCC1CCC(CC1)C(=O)[O-])(C)NC(C=C)=O